(7R*)-4-[5-(2-ethoxy-5-fluoropyridin-4-yl)-1H-pyrazole-3-carbonyl]-N-[(1r,4r)-4-hydroxy-4-(trifluoromethyl)cyclohexyl]-4-azaspiro[2.5]octane-7-carboxamide C(C)OC1=NC=C(C(=C1)C1=CC(=NN1)C(=O)N1C2(CC2)C[C@@H](CC1)C(=O)NC1CCC(CC1)(C(F)(F)F)O)F |o1:21|